O1N=NC(=C1)S(=O)(=O)N Oxadiazolesulfonamide